FC(F)(F)C=1N=C(SC1)N trifluoromethylthiazol-2-amine